[Br-].OCC[NH3+] N-hydroxyethyl-ammonium bromide